C(C)(CC)C1(C=CC=C1)[Zr](N(C)C)(N(C)C)N(C)C (sec-butylcyclopentadienyl)tris(dimethylamino)zirconium